ClC=1C(=NC(=NC1)NC1=C(C=C(C(=C1)C)C=1C[C@@H](N([C@H](C1)C1CCC1)C)C1CCC1)OC(C)C)NC1=C(C=CC=C1)S(=O)(=O)C(C)C 5-chloro-N2-(4-((trans)-2,6-dicyclobutyl-1-methyl-1,2,3,6-tetrahydropyridin-4-yl)-2-isopropoxy-5-methylphenyl)-N4-(2-(isopropylsulfonyl)phenyl)pyrimidine-2,4-diamine